ClC1=CC=CC(=C1)OC1=CC=C(C=2C=COC21)F 2-chloro-4-((4-fluorobenzofuran-7-yl)oxy)benzene